4-[1-[[(3S)-pyrrolidin-3-yl]methyl]-5-(3,3,3-trifluoropropoxy)pyrazolo[4,3-b]pyridin-6-yl]benzonitrile N1C[C@H](CC1)CN1N=CC2=NC(=C(C=C21)C2=CC=C(C#N)C=C2)OCCC(F)(F)F